7-(4-methyl-3-oxopiperazin-1-yl)-4-(o-tolyl)-2H-pyrano[2,3-b]pyridin-2-one CN1C(CN(CC1)C1=CC=C2C(=N1)OC(C=C2C2=C(C=CC=C2)C)=O)=O